3-[1-(2-methyl-6-morpholin-4-ylpyrimidin-4-yl)ethyl]BenzeneCarbonitrile CC1=NC(=CC(=N1)C(C)C=1C=C(C=CC1)C#N)N1CCOCC1